(6-((5-(trifluoromethyl)pyridin-2-yl)oxy)-2-azabicyclo[2.2.2]oct-2-yl)methanone FC(C=1C=CC(=NC1)OC1CC2CN(C1CC2)C=O)(F)F